(S)-N,N-dimethylpyrrolidine-2-carboxamide CN(C(=O)[C@H]1NCCC1)C